C(C=C)(=O)NC=1C=C2C(=NC=NC2=CC1)NC1=CC(=C(C=C1)F)Cl 6-acrylamido-N-(3-chloro-4-fluorophenyl)-quinazolin-4-amine